tert-Butyl 3-(3-((4,5-dihydroisoxazol-3-yl)oxy)propyl)-8-azabicyclo[3.2.1]octane-8-carboxylate O1N=C(CC1)OCCCC1CC2CCC(C1)N2C(=O)OC(C)(C)C